(S)-2,12-Dimethoxy-3-((4-(trifluoromethyl)benzyl)-oxy)-5,6,8,9,14,14a-hexahydroindolo[3',2':4,5]pyrido[2,1-a]isochinolin COC=1C(=CC=2CCN3[C@H](C2C1)CC1=C(C3)NC=3C=CC(=CC31)OC)OCC3=CC=C(C=C3)C(F)(F)F